6-((1R,4R)-2-oxa-5-azabicyclo[2.2.1]heptan-5-yl)-1-(4-(((R)-1-cyanoethyl)amino)-5-nitropyridin-2-yl)-1H-pyrazolo[3,4-b]pyridine-5-carbonitrile [C@H]12OC[C@H](N(C1)C1=C(C=C3C(=N1)N(N=C3)C3=NC=C(C(=C3)N[C@H](C)C#N)[N+](=O)[O-])C#N)C2